CC(CCC(=O)OC)(CCC(=O)[O-])C monomethyl 4,4-dimethyl-1,7-heptanedioate